CN1CCC(CC1)N1C=CC2=C1N=CN=C2N 7-(1-methyl-piperidin-4-yl)-7H-pyrrolo[2,3-d]pyrimidin-4-ylamine